C(CCCCCCCCCCC)(=O)NC lauroylmethylamine